2-(3-Oxa-6-azabicyclo[3.1.1]heptan-6-yl)-N-(2-((3-cyanobicyclo[1.1.1]pentan-1-yl)carbamoyl)-5-(difluoromethoxy)phenyl)-6-methoxybenzo[d]thiazole-7-carboxamide C12COCC(N1C=1SC3=C(N1)C=CC(=C3C(=O)NC3=C(C=CC(=C3)OC(F)F)C(NC31CC(C3)(C1)C#N)=O)OC)C2